N-(trans-4-ethoxycyclohexyl)-5-(quinoxalin-6-yl)pyrrolo[2,1-f][1,2,4]triazin-2-amine C(C)O[C@@H]1CC[C@H](CC1)NC1=NN2C(C=N1)=C(C=C2)C=2C=C1N=CC=NC1=CC2